1-(4-(7-(6-amino-4-methyl-3-(trifluoromethyl)pyridin-2-yl)-6-chloro-8-fluoro-2-((1-methylpyrrolidin-2-yl)methoxy)quinazolin-4-yl)-3-methylpiperazin-1-yl)prop-2-en-1-one NC1=CC(=C(C(=N1)C1=C(C=C2C(=NC(=NC2=C1F)OCC1N(CCC1)C)N1C(CN(CC1)C(C=C)=O)C)Cl)C(F)(F)F)C